4-chlorobenzyl (4-(1-(azetidine-1-carboxamido)ethyl)phenyl)carbamate N1(CCC1)C(=O)NC(C)C1=CC=C(C=C1)NC(OCC1=CC=C(C=C1)Cl)=O